1-cyclopropyl-6,7-difluoro-3-({[(2-methoxypyridin-4-yl)methyl][(3S)-1-(6-Nitropyridin-3-yl)piperidin-3-yl]Amino}methyl)-1,4-dihydroquinolin-4-one C1(CC1)N1C=C(C(C2=CC(=C(C=C12)F)F)=O)CN([C@@H]1CN(CCC1)C=1C=NC(=CC1)[N+](=O)[O-])CC1=CC(=NC=C1)OC